3-(2-acetyl-5-isooctyl)-5-isooctyl-benzofuran-2-one C(C)(=O)C(C)CCC(C(C)C)C1C(OC2=C1C=C(C=C2)CCCCCC(C)C)=O